N1(CCCCC1)CC=1C=C(OCCCNC2=NS(N=C2N)=O)C=CC1 N-(3-(3-(1-piperidinylmethyl)phenoxy)propyl)-1,2,5-thiadiazole-3,4-diamine 1-oxide